4-(2-(pyridin-3-yl)thiazol-5-yl)phenyl 4-chloro-3-nitrobenzenesulfonate ClC1=C(C=C(C=C1)S(=O)(=O)OC1=CC=C(C=C1)C1=CN=C(S1)C=1C=NC=CC1)[N+](=O)[O-]